S1C=NC2=C1C=CC(=C2)NC2=CC=NC1=CC(=CC=C21)C2=C(C=C(C(=O)N(C)C)C=C2)F 4-(4-(benzo[d]thiazol-5-ylamino)quinolin-7-yl)-3-fluoro-N,N-dimethylbenzamide